ClC1=CC=C(C=C1)C(CF)(O)[2H] 1-(4-chlorophenyl)-2-fluoroethan-1-d-1-ol